ClC=1C(=C2C=NNC2=C(C1F)C#CCO)C=1N=CC=2N(C1)C=C(N2)NC(=O)[C@H]2[C@H](C2)F (1S,2S)-N-(6-(5-chloro-6-fluoro-7-(3-hydroxypropan-1-yn-1-yl)-1H-indazol-4-yl)imidazo[1,2-a]pyrazin-2-yl)-2-fluorocyclopropane-1-carboxamide